C(C)(=O)NC1=C(C=CC(=C1)NC1=NC=C(C(=N1)C1=CN(C2=CC=CC=C12)C)Cl)N(C(CCN(C)C)=O)C N-(2-acetamido-4-((5-chloro-4-(1-methyl-1H-indol-3-yl)pyrimidin-2-yl)amino)phenyl)-3-(dimethylamino)-N-methylpropanamide